S1C=CC2=C1N=CC=C2C=O Thieno[2,3-b]pyridine-4-carbaldehyde